C(C1=CC=CC=C1)N1CC=2N(CC1)N=C(C2B2OC(C(O2)(C)C)(C)C)C2=CC=C(C=C2)F 5-benzyl-2-(4-fluorophenyl)-3-(4,4,5,5-tetramethyl-1,3,2-dioxaborolan-2-yl)-4,5,6,7-tetra-hydropyrazolo[1,5-a]pyrazine